FC=1C=C(C#N)C=CC1COC1=NC=CC=C1I 3-fluoro-4-[(3-iodo-2-pyridyl)oxymethyl]benzonitrile